CC1=C(C=CC(=C1)C(=O)O)C1=CC(=CC=C1)C1=C(C=C(C=C1)C(=O)O)C 2,2''-dimethyl-[1,1':3',1''-terphenyl]-4,4''-dicarboxylic acid